2-((3S,4'R)-1-methyl-4'-(3-nitrophenyl)-2-oxospiro[indoline-3,2'-[1,3]dioxolan]-4'-yl)acrylate CN1C([C@]2(OC[C@@](O2)(C2=CC(=CC=C2)[N+](=O)[O-])C(C(=O)[O-])=C)C2=CC=CC=C12)=O